pyrrolidine-1,3-dicarboxylic acid 1-tert-butyl 3-ethyl ester C(C)OC(=O)C1CN(CC1)C(=O)OC(C)(C)C